1-(3,5-difluoro-4-{[3-(trifluoromethyl)-1-{[2-(trimethylsilyl)ethoxy]methyl}-1H-pyrrolo[2,3-b]pyridin-4-yl]oxy}phenyl)-3-[(3-phenyloxetan-3-yl)methyl]urea FC=1C=C(C=C(C1OC1=C2C(=NC=C1)N(C=C2C(F)(F)F)COCC[Si](C)(C)C)F)NC(=O)NCC2(COC2)C2=CC=CC=C2